(S)-N-(7-((3-hydroxyoxetan-3-yl)ethynyl)-5-methyl-4-oxo-2,3,4,5-tetrahydrobenzo[b][1,4]oxazepin-3-yl)-4-(pyridin-2-yloxy)pyridineamide OC1(COC1)C#CC1=CC2=C(OC[C@@H](C(N2C)=O)NC(=O)C2=NC=CC(=C2)OC2=NC=CC=C2)C=C1